CC(C)C(CC(C)C)CC 2,5-dimethyl-3-ethylhexane